C(C)(C)(C)OC(=O)C(C)CCCCCCCCC Undecane-2-carboxylic acid tert-butyl ester